CC=1N(C(=CC1)C)S1C=NC=C1 1-(2,5-dimethyl-1H-pyrrol-1-yl)thiazol